2-(4-(7-(6-amino-4-methyl-3-(trifluoromethyl)pyridin-2-yl)-6-chloro-2-((4-fluoro-1-methylpyrrolidin-2-yl)methoxy)quinazolin-4-yl)-1-(2-fluoroacryloyl)piperazin-2-yl)acetonitrile NC1=CC(=C(C(=N1)C1=C(C=C2C(=NC(=NC2=C1)OCC1N(CC(C1)F)C)N1CC(N(CC1)C(C(=C)F)=O)CC#N)Cl)C(F)(F)F)C